Cl.Cl.FC1=CC=C(C=C1)C1=COC2=CC(=CC=C2C1=O)OCCCCN(C)CCN(C)C 3-(4-Fluorophenyl)-7-(4-((2-(dimethylamino)ethyl)(methyl)amino)butoxy)-4H-chromen-4-one bishydrochloride